β-methyl-5-valerolactone CC1CC(=O)OCC1